C(C)(C)(C)OC(=O)N1CC(C(CC1)(CN1C=NC(=CC1=O)C1=CC=CC=C1)O)(C)C 4-hydroxy-3,3-dimethyl-4-((6-oxo-4-phenylpyrimidin-1(6H)-yl)methyl)piperidine-1-carboxylic acid tert-butyl ester